C(CN(CCO)CCO)N(CCO)CCO ethylenediaminetetraethanol